C(C)(C)(C)OC(N(CC12CC(C1)(C2)F)C2CN(CCC2)CC2=CC=CC=C2)=O.COC=2C=C1C(CC(NC1=CC2)(C#N)C)=C(C#N)C#N 6-Methoxy-4-dicyanomethylene-2-methylquinolinenitrile tert-butyl-(1-benzylpiperidin-3-yl)((3-fluorobicyclo[1.1.1]pentan-1-yl)methyl)carbamate